Trans-2-methyl-5-[4-[5-methyl-4-(4-methylphenyl)-1,2,4-triazol-3-yl]cyclohexyl]oxypyrazine CC1=NC=C(N=C1)O[C@@H]1CC[C@H](CC1)C1=NN=C(N1C1=CC=C(C=C1)C)C